ClC=1C(=CC(=C(C1)CN)F)F (5-chloro-2,4-difluorophenyl)methylamine